(ethylenediaminetetraacetic acid) copper [Cu].C(CN(CC(=O)O)CC(=O)O)N(CC(=O)O)CC(=O)O